6-Chloro-3-[[(1R)-1-[3,6-dimethyl-2-(1-methylpyrazol-4-yl)-4-oxo-chromen-8-yl]ethyl]amino]-N-methylsulfonyl-pyridine-2-carboxamide ClC1=CC=C(C(=N1)C(=O)NS(=O)(=O)C)N[C@H](C)C=1C=C(C=C2C(C(=C(OC12)C=1C=NN(C1)C)C)=O)C